C(\C=C/C(=O)O)(=O)O.FC1=CC=C(C=C1)COC1=CC(N(C=C1)C1=CC=2C=C3N(C2C=C1)CCNCC3)=O 4-[(4-fluorophenyl)methoxy]-1-(2,3,4,5-tetrahydro-1H-[1,4]diazepino[1,7-a]indol-9-yl)pyridin-2(1H)-one maleate salt